bis(4-fluorophenyl)(methyl)(1H-1,2,4-triazol-1-ylmethyl)silane FC1=CC=C(C=C1)[Si](CN1N=CN=C1)(C)C1=CC=C(C=C1)F